2-methoxy-4-methyl-N-(4-methyl-pentyl)-7-(trifluoromethyl)-quinoline-3-carboxylic acid amide COC1=NC2=CC(=CC=C2C(=C1C(=O)NCCCC(C)C)C)C(F)(F)F